C(C)(C)(C)OC(=O)N1CCC(CC1)C1=C(C=CC(=C1)CC(C)C)C#N 4-(2-cyano-5-isobutyl-phenyl)piperidine-1-carboxylic acid tert-butyl ester